(9Z,12Z)-3-(((3-(ethyl(methyl)amino)propoxy)carbonyl)oxy)pentadecyloctadeca-9,12-dienoate C(C)N(CCCOC(=O)OC(CCOC(CCCCCCC\C=C/C\C=C/CCCCC)=O)CCCCCCCCCCCC)C